menthyl-succinamide C1(CC(C(CC1)C(C)C)C(C(=O)N)CC(=O)N)C